Z,E-9,11-Hexadecadienal C(CCCCCCC\C=C/C=C/CCCC)=O